1H-pyrazolo[3,4-f]quinoline N1N=CC=2C1=C1C=CC=NC1=CC2